BrC1=NN(C(=C1C#N)N(C1CC1)C(=O)OC(C)(C)C)[C@H]1C[C@@H](N(C1)C(=O)OC(C)(C)C)COC tert-butyl (2R,4S)-4-{3-bromo-5-[(tert-butoxycarbonyl)(cyclopropyl)amino]-4-cyanopyrazol-1-yl}-2-(methoxymethyl)pyrrolidine-1-carboxylate